C(CCCCC)NC(NC(NCCCCCCNC(NC(=NCCCCCC)N)=N)=N)=N N',N''-dihexyl-3,12-diimino-2,4,11,13-tetraazatetradecanediamidine